rac-4-[4-amino-2-(N-(2-amino-1-methyl-2-oxo-ethyl)-4-chloro-3-fluoro-anilino)thiazole-5-carbonyl]-N-(2-tert-butoxyethyl)benzamide NC=1N=C(SC1C(=O)C1=CC=C(C(=O)NCCOC(C)(C)C)C=C1)N(C1=CC(=C(C=C1)Cl)F)[C@@H](C(=O)N)C |r|